1-neopentyl-3-(trifluoromethyl)-1H-pyrrole C(C(C)(C)C)N1C=C(C=C1)C(F)(F)F